2,4,6-trichlorobenzoic acid ClC1=C(C(=O)O)C(=CC(=C1)Cl)Cl